4-{[4-(2-cyclobutylmethoxy-pyridin-3-yl)-2,6-difluoro-phenyl]-ethyl-amino}-butyric acid C1(CCC1)COC1=NC=CC=C1C1=CC(=C(C(=C1)F)N(CCCC(=O)O)CC)F